4-(2-((1-(trans-4-cyanocyclohexyl)-1H-pyrazol-4-yl)amino)-5-methylpyrimidin-4-yl)-N-(2,2,2-trifluoroethyl)benzamide C(#N)[C@@H]1CC[C@H](CC1)N1N=CC(=C1)NC1=NC=C(C(=N1)C1=CC=C(C(=O)NCC(F)(F)F)C=C1)C